C(C1=CC=CC=C1)(=O)C1=C(C(C=CC1=NO)=NO)C(C1=CC=CC=C1)=O dibenzoylbenzoquinone dioxime